5-(3-hydroxyoxetan-3-yl)-2-(4-(4-(trifluoromethyl)phenyl)piperidin-1-yl)benzoic acid OC1(COC1)C=1C=CC(=C(C(=O)O)C1)N1CCC(CC1)C1=CC=C(C=C1)C(F)(F)F